3-(2-hydroxyethyl)cyclopentanone OCCC1CC(CC1)=O